NC=1C(=C(C(=C(C1)C)C(F)(F)F)[C@H]1CCC=2C(=NC=NC2C1)N1CCN(CC1)C(C=C)=O)F 1-[4-[(7S)-7-[3-amino-2-fluoro-5-methyl-6-(trifluoromethyl)phenyl]-5,6,7,8-tetrahydroquinazolin-4-yl]piperazin-1-yl]prop-2-en-1-one